N-[(3R)-1-methylpiperidin-3-yl]-1-[4-methyl-2-(trifluoromethyl)phenyl]pyrrolo[1,2-d][1,2,4]triazin-4-amine CN1C[C@@H](CCC1)NC1=NN=C(C=2N1C=CC2)C2=C(C=C(C=C2)C)C(F)(F)F